ClC1=C2C3=C(N=CN=C3C(=C1C1=C(C=CC=3N(C=NC31)C3OCCCC3)C)F)N3[C@H](CO2)CNCC3 (8aS)-6-Chloro-4-fluoro-5-[5-methyl-1-(oxan-2-yl)-1H-benzimidazol-4-yl]-8,8a,9,10,11,12-hexahydropyrazino[2',1':3,4][1,4]oxazepino[5,6,7-de]quinazoline